Triflyl-pyrazole S(=O)(=O)(C(F)(F)F)C1=NNC=C1